(S)-3-(7-chloro-2-oxo-3-(pent-3-yl)-5-phenyl-2,3-dihydro-1H-benzo[e][1,4]diazepin-1-yl)-N-sulfamoyl-propionamide ClC1=CC2=C(N(C([C@@H](N=C2C2=CC=CC=C2)C(CC)CC)=O)CCC(=O)NS(N)(=O)=O)C=C1